3-[6-(6-Cyclopentylthio-pyridin-2-yl)-naphthalen-2-yl]-propionic acid C1(CCCC1)SC1=CC=CC(=N1)C=1C=C2C=CC(=CC2=CC1)CCC(=O)O